F\C(=C/CN)\CN1C=NC2=C1C=C(C=C2C2=CC(=CC=C2)S(=O)(=O)N2CCCC2)C(F)(F)F (Z)-3-fluoro-4-(4-(3-(pyrrolidin-1-ylsulfonyl)phenyl)-6-(trifluoromethyl)-1H-benzo[d]imidazol-1-yl)but-2-en-1-amine